CC(CC(C)(C)C)(C)OCCC(CC(C)(C)C)C 3,5,5-trimethyl-hexyl 1,1,3,3-tetramethyl-butyl ether